C(C)(=O)OC[C@H](NC([C@@H](NC(=O)C=1N=C(SC1)C1=CC=C(C=C1)CNC(COCCOC)=O)CO[Si](C)(C)C(C)(C)C)=O)C(=O)OC Methyl O-acetyl-N-(O-(tert-butyldimethylsilyl)-N-(2-(4-((2-(2-methoxy ethoxy)acetamido)methyl)phenyl)thiazole-4-carbonyl)-L-seryl)-L-serinate